FC(OC1=NC=CC(=C1)C1=CC(=NN1)C(=O)N1CCC(CC1)C(=O)NC1CCC(CC1)C)F 1-{5-[2-(difluoromethoxy)pyridin-4-yl]-1H-pyrazole-3-carbonyl}-N-(4-methylcyclohexyl)piperidine-4-carboxamide